1-(4-chlorobenzyl)-5-hydroxy-N-methyl-2-oxo-2,3-dihydro-1H-benzo[b]azepine-4-carboxamide ClC1=CC=C(CN2C3=C(C(=C(CC2=O)C(=O)NC)O)C=CC=C3)C=C1